6-isopropoxy-2-(1-(methoxymethyl)-2-oxabicyclo[2.1.1]hex-4-yl)-N-(1-((1s,2r)-2-methylcyclopropyl)-2-oxo-1,2-dihydropyridin-3-yl)-2H-indazole-5-carboxamide C(C)(C)OC=1C(=CC2=CN(N=C2C1)C12COC(C1)(C2)COC)C(=O)NC=2C(N(C=CC2)[C@@H]2[C@@H](C2)C)=O